S-(3-chloropropyl) ethanethioate C(C)(SCCCCl)=O